2-(trifluoromethyl)imidazolide FC(C=1[N-]C=CN1)(F)F